ClC=1C=C(C=C(C1)Cl)C1=CC(=CC(=N1)OC=1C=NC(=NC1)N1C[C@@H](N(CC1)CCC(=O)O)C)CN1CCC(CC1)CNC(=O)OC (S)-3-(4-(5-((6-(3,5-dichlorophenyl)-4-((4-(((methoxycarbonyl)amino)methyl)piperidin-1-yl)methyl)pyridin-2-yl)oxy)pyrimidin-2-yl)-2-methylpiperazin-1-yl)propanoic acid